benzyl 6-acetyl-4-(difluoromethyl)-1H-indole-1-carboxylate C(C)(=O)C1=CC(=C2C=CN(C2=C1)C(=O)OCC1=CC=CC=C1)C(F)F